6-bromo-7-fluoro-3-methyl-2-(1-(4-methyl-1,4-diazepan-1-yl)butyl)quinazolin-4(3H)-one BrC=1C=C2C(N(C(=NC2=CC1F)C(CCC)N1CCN(CCC1)C)C)=O